FC=1C=C(C=CC1F)C=1C=CC=C2C(=C(N=NC12)C(=O)N[C@H]1CCOC2=CC=CC=C12)OC 8-(3,4-difluorophenyl)-N-[(4S)-3,4-dihydro-2H-chromen-4-yl]-4-methoxycinnoline-3-carboxamide